F[P-](F)(F)(F)(F)F.C1(=CC=CC=C1)[IH+] phenyliodonium hexafluorophosphate